ClC1=NC=C(C(=N1)C=1C=C2C(=NC1)CN(C2=O)[C@@H](C(=O)N[C@H](CO)C2=CC(=CC=C2)OC)C)Cl (R)-2-(3-(2,5-dichloropyrimidin-4-yl)-5-oxo-5H-pyrrolo[3,4-b]pyridin-6(7H)-yl)-N-((S)-2-hydroxy-1-(3-methoxyphenyl)ethyl)propanamide